C(C)(=O)N1CC=2N(CC1)C(=NC2C=2C=CC=C1C=C(N=CC21)C=2C=CC(=NC2)C(=O)O)CC 5-(8-(7-acetyl-3-ethyl-5,6,7,8-tetrahydroimidazo[1,5-a]pyrazin-1-yl)isoquinolin-3-yl)picolinic acid